1-(2-fluoro-4-((3-oxo-3,4-dihydropyrido[2,3-b]pyrazin-8-yl)oxy)phenyl)-3-(3-isopropyl-1-phenyl-1H-pyrazol-5-yl)urea FC1=C(C=CC(=C1)OC1=CC=NC=2NC(C=NC21)=O)NC(=O)NC2=CC(=NN2C2=CC=CC=C2)C(C)C